ClCN(C(C1=CN=CC=C1C(F)(F)F)=O)CC#N N-chloromethyl-N-cyanomethyl-4-(trifluoromethyl)nicotinamide